benzoic acid-imine C(C1=CC=CC=C1)(O)=N